1-Chloropropyl isobutyrate C(C(C)C)(=O)OC(CC)Cl